N-[[6-[4-(1,3-Dioxolan-2-ylmethyl)piperazin-1-yl]-2-pyridyl]sulfonyl]-2-(2,2,4-trimethylpyrrolidin-1-yl)pyridin-3-carboxamid O1C(OCC1)CN1CCN(CC1)C1=CC=CC(=N1)S(=O)(=O)NC(=O)C=1C(=NC=CC1)N1C(CC(C1)C)(C)C